C(C)(=O)N[C@@H](CS)C(=O)O N-Acetyl-Z-cysteine